N-(3-(2-amino-2-oxoacetyl)-4-fluorophenyl)-2-(4-fluoro-2-methylphenoxy)-5-(trifluoromethyl)benzamide NC(C(=O)C=1C=C(C=CC1F)NC(C1=C(C=CC(=C1)C(F)(F)F)OC1=C(C=C(C=C1)F)C)=O)=O